ON=C(C1=CC=C(C=C1)OC(CC1=CC=CC=C1)C)N N'-hydroxy-4-((1-phenylpropan-2-yl)oxy)benzamidine